5-(3,3-dimethyl-2-oxo-1-(pyrimidin-4-yl)indolin-4-yl)-2-(trifluoromethyl)nicotinic acid methyl ester COC(C1=C(N=CC(=C1)C1=C2C(C(N(C2=CC=C1)C1=NC=NC=C1)=O)(C)C)C(F)(F)F)=O